5-(2-((1-amino-2-methyl-1-oxopropan-2-yl)amino)-2-oxoacetyl)-N-(4-fluoro-3-methylphenyl)-1,2,4-trimethyl-1H-pyrrole-3-carboxamide NC(C(C)(C)NC(C(=O)C1=C(C(=C(N1C)C)C(=O)NC1=CC(=C(C=C1)F)C)C)=O)=O